CC(C(C(C)(C)C)O)(C)C tetramethylpentan-3-ol